3-[5-({[4-(Aminomethyl)phenyl]methyl}amino)-1-(5-methylfuran-3-carbonyl)-1H-pyrazol-3-yl]-N,N-dimethyl-2-oxopiperidin-1-carboxamid NCC1=CC=C(C=C1)CNC1=CC(=NN1C(=O)C1=COC(=C1)C)C1C(N(CCC1)C(=O)N(C)C)=O